[Ni].[Zn].[Cu] Copper zinc nickel